C(C)(C)OC1=CC(=CC(=N1)N1CC2(C=3C=NC(=CC31)NC(C)=O)CC2)C N-(1'-(6-isopropoxy-4-methylpyridin-2-yl)-1',2'-dihydrospiro[cyclopropane-1,3'-pyrrolo[3,2-c]pyridin]-6'-yl)acetamide